[Si](C)(C)(C(C)(C)C)O[C@@H]1CN(C[C@H]([C@H]1O)O)C(=O)OC(C)(C)C |r| tert-butyl rac-(3R,4R,5R)-3-{[tert-butyl (dimethyl) silyl] oxy}-4,5-dihydroxypiperidine-1-carboxylate